ClC1=CC=C(S1)CNC1=CC(=NN1C(C(C)(C)C)=O)C1CCN(CC1)S(=O)(=O)N1CCOCC1 1-(5-{[(5-chlorothiophen-2-yl)methyl]amino}-3-[1-(morpholine-4-sulfonyl)piperidin-4-yl]-1H-pyrazol-1-yl)-2,2-dimethylpropan-1-one